O1C(=NN=C1)CNC(C1=C(C(=C(C=C1CCCCC)O)CC=C(CCC=C(C)C)C)O)=O N-((1,3,4-oxadiazol-2-yl)methyl)-3-(3,7-dimethylocta-2,6-dien-1-yl)-2,4-dihydroxy-6-pentylbenzamide